methyl 2-[[4-[3-[(2-chloro-4-cyano-phenyl)methoxy] pyrazol-1-yl]-1-piperidyl]methyl]-3-[[(2S)-oxetan-2-yl]methyl]benzimidazole-5-carboxylate ClC1=C(C=CC(=C1)C#N)COC1=NN(C=C1)C1CCN(CC1)CC=1N(C2=C(N1)C=CC(=C2)C(=O)OC)C[C@H]2OCC2